1-(2-((2-ethoxy-4-(4-methyl-4H-1,2,4-triazol-3-yl)phenyl)amino)-6-methylpyrido[3,4-d]pyrimidin-8-yl)piperidin-4-ol C(C)OC1=C(C=CC(=C1)C1=NN=CN1C)NC=1N=CC2=C(N1)C(=NC(=C2)C)N2CCC(CC2)O